5,12-dibenzyl-1,5,8,12-tetraazabicyclo[6.6.2]hexadecane C(C1=CC=CC=C1)N1CCCN2CCN(CCCN(CC1)CC2)CC2=CC=CC=C2